4-bromo-2-[4-(difluoromethylidene)piperidin-1-yl]aniline BrC1=CC(=C(N)C=C1)N1CCC(CC1)=C(F)F